N(=[N+]=[N-])CCCCCCCCCOCCOCCOCCOCCO[Si](C)(C)C(C)(C)C 1-azido-21-(t-butyldimethylsilyloxy)-10,13,16,19-tetraoxaheneicosane